OCC1=C(N=C(S1)NC1=CC=C(C=C1)S(=O)(=O)N)C1=CC=NC=C1 4-((5-(hydroxymethyl)-4-(pyridin-4-yl)thiazol-2-yl)amino)benzenesulfonamide